C(C)N1C=NC2=C1N=NC=C2C2=CC(=C(C=C2)F)C=2C(=NC(=CC2)OC2CCOCC2)OC 7-ethyl-4-(4-fluoro-3-(2-methoxy-6-((tetrahydro-2H-pyran-4-yl)oxy)pyridin-3-yl)phenyl)-7H-imidazo[4,5-c]Pyridazine